ClC=1N=NC(=C2C1N=CC=C2)N[C@@H]2CN(C[C@H]2CO)C(=O)OC(C)(C)C tert-butyl (3S,4R)-3-((8-chloropyrido[2,3-d]pyridazin-5-yl)amino)-4-(hydroxymethyl)pyrrolidine-1-carboxylate